mannitol ammonium phosphate P(=O)([O-])([O-])[O-].[NH4+].C([C@@H](O)[C@@H](O)[C@H](O)[C@H](O)CO)O.[NH4+].[NH4+]